tert-butyl 5-(3-(methoxy(methyl)amino)-3-oxopropyl)-1-methyl-3,4-dihydroisoquinoline-2(1H)-carboxylate CON(C(CCC1=C2CCN(C(C2=CC=C1)C)C(=O)OC(C)(C)C)=O)C